BrC1=CN=C2C=C(C=NC2=C1)NC1=NC(=NC=C1)NC1=CC(=C(C=C1)OC1CN(C1)C)OC 4-(7-bromo-1,5-diaza-3-naphthylamino)-2-[3-methoxy-4-(1-methyl-3-azetidinyloxy)phenylamino]pyrimidine